CS(=O)(=O)N1CCN(CC1)C=1C=CC(=NC1)C(=O)NC=1SC=C(N1)C1=C(C=CC=C1)C=C 5-(4-(methylsulfonyl)piperazin-1-yl)-N-(4-(2-vinylphenyl)thiazol-2-yl)picolinamide